ClC1=CC(=C(CNC2=C(NC=C2)C(=O)OCC)C=C1)C#N Ethyl 3-((4-chloro-2-cyanobenzyl) amino)-1H-pyrrole-2-carboxylate